Tert-Butyl(((1RS,2RS)-1,2-dihydroxy-4-(methylsulfonyl)cyclohexyl)methyl)carbamate C(C)(C)(C)OC(NC[C@]1([C@@H](CC(CC1)S(=O)(=O)C)O)O)=O |r|